C(C)(C)(C)OC(=O)N1CC2C(C2CC1)(C1=NC=CC=C1)C#N.C[Si](N(C(C)=O)C)(N(C(C)=O)C)C1=CC=CC=C1 methylphenyl-bis(N-methylacetamido)silane tert-Butyl-7-cyano-7-(pyridin-2-yl)-3-azabicyclo[4.1.0]heptane-3-carboxylate